CN1C(C2(CCN(CC2)C(=O)OC(C)(C)C)C2=CC=CC=C12)=O tert-butyl 1-methyl-2-oxo-1,2-dihydrospiro[indole-3,4'-piperidine]-1'-carboxylate